C1NCC2=CC(=CC=C12)CNC 1-(isoindolin-5-yl)-N-methyl-methanamine